N1=CN=C(C=C1)NS(=O)(=O)C=1C=NC(=C(C1)C(F)(F)F)O[C@@H]1[C@H](C[C@H](CC1)C1=CC(=CC=C1)C(F)(F)F)N(C)C |r| N-pyrimidin-4-yl-6-[rac-(1S,2S,4S)-2-(dimethyl-amino)-4-[3-(trifluoromethyl)-phenyl]cyclohexoxy]-5-(trifluoromethyl)pyridine-3-sulfonamide